1-(pyridin-2-yl)imidazo[1,5-a]pyridine N1=C(C=CC=C1)C=1N=CN2C1C=CC=C2